N,N'-diisopropylethylendiamin C(C)(C)NCCNC(C)C